ClC=1C=C(C=NC1N1N=CC=N1)NC(=O)C=1C=NN(C1C(F)(F)F)C1=CN=C(C2=C(C=CC=C12)F)O N-(5-Chloro-6-(2H-1,2,3-triazol-2-yl)pyridin-3-yl)-1-(8-fluoro-1-hydroxyisochinolin-4-yl)-5-(trifluoromethyl)-1H-pyrazol-4-carboxamid